1-hydroxycyclohexylpropiophenone OC1(CCCCC1)C(C(=O)C1=CC=CC=C1)C